C(C)(C)(C)OC(=O)N(C=1N=CC2=C(N1)C(=CN2C(=O)OC(C)(C)C)C2=C(C=CC(=C2)I)F)C(=O)OC(C)(C)C N,N,5-tri-tert-butoxycarbonyl-7-(2-fluoro-5-iodophenyl)-5H-pyrrolo[3,2-d]pyrimidin-2-amine